CN(C[C@@H](C(F)F)OC1=C2C(=NC=NC2=CC(=C1)C=1C=NN(C1)C)NC=1C(=C2C=CC=NC2=CC1)F)C (S)-5-((3-(dimethylamino)-1,1-difluoropropan-2-yl)oxy)-N-(5-fluoroquinolin-6-yl)-7-(1-methyl-1H-pyrazol-4-yl)quinazolin-4-amine